NCC1=CC=C(C=C1)COC1=CC=C(C=C1)NC(=O)NCC=1C=C2CN(C(C2=CC1)=O)C1C(NC(CC1)=O)=O 1-[4-[[4-(Aminomethyl)phenyl]methoxy]phenyl]-3-[[2-(2,6-dioxo-3-piperidinyl)-1-oxo-isoindolin-5-yl]methyl]urea